5'-chloro-2'-(piperidin-1-ylmethyl)-7',8'-dihydro-6'H-spiro[cyclohexane-1,9'-furo[2,3-f]quinazoline]-7'-one ClC=1C=C2C(=C3C4(NC(NC13)=O)CCCCC4)OC(=C2)CN2CCCCC2